(2R,3R,4R,5S)-2-(13-((2,4-dinitrophenyl)amino)-2,5,8,11-tetraoxatridecyl)-5-((4-(trifluoromethyl)pyrimidin-2-yl)amino)tetrahydro-2H-pyran-3,4-diol [N+](=O)([O-])C1=C(C=CC(=C1)[N+](=O)[O-])NCCOCCOCCOCCOC[C@H]1OC[C@@H]([C@H]([C@H]1O)O)NC1=NC=CC(=N1)C(F)(F)F